C1(CC1)C1=C(C=C(C(=N1)C(C)=O)OCC1=CC=C(C=C1)OC)OCCCOC 1-(6-Cyclopropyl-3-((4-methoxybenzyl)oxy)-5-(3-methoxypropoxy)pyridin-2-yl)ethan-1-one